3-O-{2-O-[6-O-(p-hydroxy-trans-coumaroyl)-glucosyl]-rhamnosyl}quercetin OC1(CC=C(/C=C/C(=O)OC[C@@H]2[C@H]([C@@H]([C@H](C(O2)O[C@H]2C(O[C@H]([C@@H]([C@H]2O)O)C)OC2=C(OC=3C=C(C=C(C3C2=O)O)O)C2=CC(O)=C(O)C=C2)O)O)O)C=C1)O